C(C)(C)(CC(C)(C)C)N(C1=CC=CC2=CC=CC=C12)C1=CC=CC=C1 t-octyl-phenyl-alpha-naphthylamine